2-methoxybenzaldehyde-6-d1 COC1=C(C=O)C(=CC=C1)[2H]